3-(4-fluorophenyl)-N-(4-((5-methylpyrazolo[1,5-a]pyrimidine-7-yl)oxy)phenyl)-2,4-dioxo-1,2,3,4-tetrahydropyrimidine-5-carboxamide FC1=CC=C(C=C1)N1C(NC=C(C1=O)C(=O)NC1=CC=C(C=C1)OC1=CC(=NC=2N1N=CC2)C)=O